7-chloro-2-(2-cyclopropyl-6-(trifluoromethyl)pyridin-3-yl)-8-hydroxy-3-((6-(trifluoromethyl)pyridin-3-yl)methyl)benzo[4,5]thieno[2,3-d]pyrimidin-4(3H)-one ClC1=C(C2=C(C3=C(N=C(N(C3=O)CC=3C=NC(=CC3)C(F)(F)F)C=3C(=NC(=CC3)C(F)(F)F)C3CC3)S2)C=C1)O